Butyl 3-(3-piperidyloxy)azetidine-1-carboxylate N1CC(CCC1)OC1CN(C1)C(=O)OCCCC